C1(CCCCC1)N(C(\C=C\C1=CC=C(C=C1)OC)=O)C=1SC=CN1 (E)-N-cyclohexyl-3-(4-methoxyphenyl)-N-thiazol-2-yl-prop-2-enamide